FC(C(=O)N1[C@H]2CN([C@H]2CC1)C(=O)OC(C)(C)C)(F)F tert-butyl (1S,5S)-2-(2,2,2-trifluoroacetyl)-2,6-diazabicyclo[3.2.0]heptane-6-carboxylate